ClC=1C=C2C(=C3C4(NC(NC13)=O)CCCCC4)OC(=C2)C(=O)N2CC=4N(CC2)C=CN4 5'-Chloro-2'-{5H,6H,7H,8H-imidazolo[1,2-a]pyrazine-7-carbonyl}-7',8'-dihydro-6'H-spiro[cyclohexane-1,9'-furo[2,3-f]quinazoline]-7'-one